BrC=1C=C(C(=O)NCC2CCCCC2)C=CC1 3-bromo-N-(cyclohexylmethyl)benzamide